FC1(CCN(CC1)C1=NC(=CC(=N1)NC(C1=C(C=C(C=C1)NS(=O)(=O)[C@H](CO)C)N1CCC2(CC2)CC1)=O)C)F (S)-N-(2-(4,4-difluoropiperidin-1-yl)-6-methylpyrimidin-4-yl)-4-((2-hydroxy-1-methylethyl)sulfonylamino)-2-(6-azaspiro[2.5]oct-6-yl)benzamide